2-((5-(2-(6-acetamido-2,6-dimethylhept-3-yl)-2,6-diazaspiro[3.4]oct-6-yl)-1,2,4-triazin-6-yl)oxy)-N-ethyl-5-fluoro-N-isopropylbenzamide C(C)(=O)NC(CCC(C(C)C)N1CC2(C1)CN(CC2)C=2N=CN=NC2OC2=C(C(=O)N(C(C)C)CC)C=C(C=C2)F)(C)C